O=C1COCC2(CCN(CC2)C2=CC=C(C=N2)C(=O)OC(C)(C)C)C(N1)=O tert-Butyl 6-(10,12-dioxo-8-oxa-3,11-diazaspiro[5.6]dodecan-3-yl)pyridine-3-carboxylate